C(C)O[Si](OCC)(OCC)CN1C=NC2=C1C=CC=C2 1-(Triethoxysilylmethyl)benzo[d]-1,3-diazol